4-(3,3-dimethylpiperazin-1-yl)-N-(7-fluoro-[1,2,4]triazolo[1,5-a]pyridin-6-yl)-2,3-dihydro-1H-pyrrolo[2,3-b]pyridine-1-carboxamide hydrochloride Cl.CC1(CN(CCN1)C1=C2C(=NC=C1)N(CC2)C(=O)NC=2C(=CC=1N(C2)N=CN1)F)C